ClC=1C(=NC(=NC1)NC=1C=NN(C1)C1CC1)C1=CC(=C(C(=O)N2CC(C2)C#N)C=C1)F 1-(4-(5-Chloro-2-((1-cyclopropyl-1H-pyrazol-4-yl)amino)pyrimidin-4-yl)-2-fluorobenzoyl)azetidine-3-carbonitrile